BrC=1C(=CC2=C(OC(C(N2)=O)CC)C1)OC 7-Bromo-2-ethyl-6-methoxy-2H-benzo[b][1,4]oxazin-3(4H)-one